ClC1=CC2=C(N(C(N=C2N2C[C@H](N(C[C@@H]2C)C(=O)OC(C)(C)C)C)=O)C=2C(=NC=NC2C(C)C)Cl)N=C1C1=C(C=CC=C1)F tert-butyl (2R,5S)-4-(6-chloro-1-(4-chloro-6-isopropylpyrimidin-5-yl)-7-(2-fluorophenyl)-2-oxo-1,2-dihydropyrido[2,3-d]pyrimidin-4-yl)-2,5-dimethylpiperazine-1-carboxylate